3-Bromo-5-(1-cyanocyclopentyl)-2-methoxy-N-methylbenzamide BrC=1C(=C(C(=O)NC)C=C(C1)C1(CCCC1)C#N)OC